(2R,8aS)-(+)-(camphorylsulfonyl)oxaziridine CC1(C2CCC13CS(=O)(=O)N4C3(C2)O4)C